ClC=1C=NC(=NC1)OC1=CC=CC=2OC(C(N(C21)CCN2N=C(C=C2)C(F)(F)F)=O)F 5-[(5-chloropyrimidin-2-yl)oxy]-2-fluoro-4-{2-[3-(trifluoromethyl)-1H-pyrazol-1-yl]ethyl}-2H-benzo[b][1,4]Oxazin-3(4H)-one